3-((3R,5S)-3-((5-(5-(hydroxymethyl)isoxazol-3-yl)-1H-pyrrolo[2,3-b]pyridin-4-yl)amino)-5-methylpiperidin-1-yl)-3-oxopropanenitrile OCC1=CC(=NO1)C=1C(=C2C(=NC1)NC=C2)N[C@H]2CN(C[C@H](C2)C)C(CC#N)=O